(6-cyclopropylpyridin-3-yl)carbamoyl-6-azaspiro[2.5]octane-6-carboxylate C1(CC1)C1=CC=C(C=N1)NC(=O)OC(=O)N1CCC2(CC2)CC1